(2S,5S)-2-(2-(4-bromophenyl)-5-(4-fluorophenyl)-2H-1,2,3-triazol-4-yl)-5-methyl-3-(2-(2-oxo-2,3-dihydro-1H-benzo[d]imidazol-5-yl)ethyl)oxazolidin-4-one BrC1=CC=C(C=C1)N1N=C(C(=N1)[C@@H]1O[C@H](C(N1CCC1=CC2=C(NC(N2)=O)C=C1)=O)C)C1=CC=C(C=C1)F